1-(6-chloro-8-fluoro-4-(piperazin-1-yl)quinazolin-7-yl)-8-fluoroisoquinolin-3-amine ClC=1C=C2C(=NC=NC2=C(C1C1=NC(=CC2=CC=CC(=C12)F)N)F)N1CCNCC1